N-[(1s,4s)-4-{[6-chloro-2-(trifluoromethyl)quinolin-4-yl]amino}cyclohexyl]-1,3-benzoxazole-2-carboxamide ClC=1C=C2C(=CC(=NC2=CC1)C(F)(F)F)NC1CCC(CC1)NC(=O)C=1OC2=C(N1)C=CC=C2